((di-t-butoxyphosphoryl)oxy)methyl (R)-(1-((3-(benzoxy)-1-(1-(methylsulfonyl)spiro[indol-3,4'-piperidin]-1'-yl)-1-oxopropan-2-yl)amino)-2-methyl-1-oxopropan-2-yl)carbamate C(C1=CC=CC=C1)OC[C@H](C(=O)N1CCC2(CC1)CN(C1=CC=CC=C12)S(=O)(=O)C)NC(C(C)(C)NC(OCOP(=O)(OC(C)(C)C)OC(C)(C)C)=O)=O